3-benzyl 8-(tert-butyl) (1S,2S,5R)-2-((S)-1-((triethylsilyl)oxy)propyl)-3,8-diazabicyclo[3.2.1]octane-3,8-dicarboxylate C(C)[Si](O[C@@H](CC)[C@@H]1[C@@H]2CC[C@H](CN1C(=O)OCC1=CC=CC=C1)N2C(=O)OC(C)(C)C)(CC)CC